6-cyclopropyl-2-[3-[(1R,2S)-1,2-difluoro-1-(4-methyl-4H-1,2,4-triazol-3-yl)propan-2-yl]phenyl]-4-(trifluoromethyl)-2,3-dihydro-1H-isoindol-1-one C1(CC1)C1=CC(=C2CN(C(C2=C1)=O)C1=CC(=CC=C1)[C@]([C@@H](C1=NN=CN1C)F)(C)F)C(F)(F)F